NC1=NC=CC=C1C1=NC=2C(=NC(=CC2)B(O)O)N1C=1C=C2CC[C@@H](C2=CC1)NC(=O)OC(C)(C)C 2-(2-aminopyridin-3-yl)-3-[(1S)-1-[(tert-butoxycarbonyl)amino]-2,3-dihydro-1H-inden-5-yl]imidazo[4,5-b]pyridin-5-ylboronic acid